2-(2-methyl-5-nitro-1H-imidazol-1-yl)-ethyl-(1-(1H-benzo[d]imidazol-1-yl)-2,2,2-trichloroethyl)-carbamate CC=1N(C(=CN1)[N+](=O)[O-])CCN(C([O-])=O)C(C(Cl)(Cl)Cl)N1C=NC2=C1C=CC=C2